BrC1=CC(=C(C=C1)C=1OC2=C(C=CC=C2C(C1)=O)Cl)OCCBr 2-[4-bromo-2-(2-bromoethoxy)phenyl]-8-chloro-chromen-4-one